ClC1=C(C(N(C2=C(C=C(C=C2[N+](=O)[O-])C(F)(F)F)[N+](=O)[O-])CC)F)C=CC=C1 N-(2-chloro-fluorobenzyl)-N-ethyl-α,α,α-trifluoro-2,6-dinitro-p-toluidine